C(C1=CC=CC=C1)OC1=C(C=C(C(=O)NC2=NC(=NS2)Br)C=C1F)C1OCC(CO1)(C)C 4-(benzyloxy)-N-(3-bromo-1,2,4-thiadiazol-5-yl)-3-(5,5-dimethyl-1,3-dioxan-2-yl)-5-fluorobenzamide